C(C)(C)[C@@H]1C(NC2=CC(=CC(=C2N1)C=1C2=C(C(N(C1)C)=O)NC=C2)S(=O)(=O)C)=O (3R)-3-isopropyl-5-(6-methyl-7-oxo-6,7-dihydro-1H-pyrrolo[2,3-c]pyridin-4-yl)-7-(methylsulfonyl)-3,4-dihydroquinoxalin-2(1H)-one